(S)-N-(8-fluoro-6-oxo-1,4,5,6-tetrahydro-2H-pyrano[3,4-c]isoquinolin-1-yl)-N-methyl-1H-indazole-5-carboxamide FC=1C=CC=2C3=C(NC(C2C1)=O)COC[C@H]3N(C(=O)C=3C=C1C=NNC1=CC3)C